F[C@H]\1[C@@H]2CCC[C@H](C/C1=C\C=1N=CC(=NC1)C1=C(C=C(C=C1)N1C=NC=C1)O)N2 2-(5-((E)-((1s,2r,5r)-2-fluoro-9-azabicyclo[3.3.1]non-3-ylidene)methyl)pyrazin-2-yl)-5-(1H-imidazol-1-yl)phenol